3-[(5R)-5-isopropenyl-1-cyclohexen-1-yl]propanal C(=C)(C)[C@@H]1CCC=C(C1)CCC=O